2-Hydroxypyridin N-oxide OC1=[N+](C=CC=C1)[O-]